C(C)(=O)OC(C(=O)NC1=CC(=C(C=C1)B1OC(C(O1)(C)C)(C)C)F)C1=CC(=CC=C1)Cl 1-(3-chlorophenyl)-2-((3-fluoro-4-(4,4,5,5-tetramethyl-1,3,2-dioxaborolan-2-yl)phenyl)amino)-2-oxoethyl acetate